ClC=1C=C2C(=NC(N(C2=CC1C1=CC(=CC2=CC=CC=C12)O)C1=C(C=CC=C1)C(C)C)=O)N1CCN(CC1)C(C=C)=O 6-chloro-7-(3-hydroxy-1-naphthyl)-1-(2-(2-propanyl)phenyl)-4-(4-(2-propenoyl)-1-piperazinyl)-2(1H)-quinazolinone